Cl.C(C)(C)C1=CN=C2N1N=C(C=C2NCC2=C(C=CC=C2)OC(F)(F)F)OC[C@H]2CNCCO2 (R)-3-ISOPROPYL-6-(MORPHOLIN-2-YLMETHOXY)-N-(2-(TRIFLUOROMETHOXY)BENZYL)IMIDAZO[1,2-B]PYRIDAZIN-8-AMINE HYDROCHLORIDE